C(C)(C)(C)OC(C1=C(C=C(C=C1)OC1=CC=CC=2C=COC21)Cl)=O 4-(benzofuran-7-yloxy)-2-chlorobenzoic acid tert-butyl ester